6-(4-hydroxy-3,5-di-tert-butylanilino)-2,4-bis-(n-octylthio)-1,3,5-triazine OC1=C(C=C(NC2=NC(=NC(=N2)SCCCCCCCC)SCCCCCCCC)C=C1C(C)(C)C)C(C)(C)C